tert-Butyl 4-(4-(3-ethynyl-6-(1-methyl-1H-pyrazol-4-yl)pyrazolo[1,5-a]pyridin-4-yl)phenyl)piperazine-1-carboxylate C(#C)C=1C=NN2C1C(=CC(=C2)C=2C=NN(C2)C)C2=CC=C(C=C2)N2CCN(CC2)C(=O)OC(C)(C)C